(S)-4-ethyl-4-hydroxy-7,8-dihydro-1H-pyrano[3,4-f]indolizine-3,6,10(4H)-trione C(C)[C@]1(C(OCC=2C(N3CCC(C3=CC21)=O)=O)=O)O